(Z)-tridec-2-en-1-yl 6-(2-(dimethylamino)ethyl)pentadecanoate CN(CCC(CCCCC(=O)OC\C=C/CCCCCCCCCC)CCCCCCCCC)C